C(C)(C)(C)CC(=O)OO.C(C)(=O)OOC(C)(C)C tert-butyl peracetate (tert-butyl peracetate)